FC1=CC=C(CN2N=NN=C2)C=C1 1-(4-fluorobenzyl)-1H-tetrazol